6-(3-morpholinopropoxy)-5H-pyrido[4,3-b]Indole-8-carboxylic acid methyl ester COC(=O)C1=CC=2C3=C(NC2C(=C1)OCCCN1CCOCC1)C=CN=C3